1-(perfluorophenyl)-5-phenyl-4,5-dihydro-1H-pyrazole-3-carboxylic acid ethyl ester C(C)OC(=O)C1=NN(C(C1)C1=CC=CC=C1)C1=C(C(=C(C(=C1F)F)F)F)F